2,4-dimethoxy-5-ethoxyamphetamine COC1=C(CC(N)C)C=C(C(=C1)OC)OCC